S(=O)(=O)(O)O.CSC(N)=N S-methyl-isothiourea hydrogen sulfate